Methyl 3-(6-methoxypyridin-2-yl)cyclobutane-1-carboxylate COC1=CC=CC(=N1)C1CC(C1)C(=O)OC